CC1=CC=C(C=C1)S(=O)(=O)NC1=CC=C(C=C1)C(/C=C/C1=CC=C(OCC(=O)O)C=C1)=O 2-[4-[(E)-3-[4-[(4-Methylphenyl)sulfonylamino]phenyl]-3-oxoprop-1-enyl]phenoxy]acetic acid